OC=C1C(CC(CC1=O)C1=C(C=CC=C1)Cl)=O 2-(hydroxymethylene)-5-(2-chlorophenyl)cyclohexane-1,3-dione